3-(2-aminothiazol-4-yl)piperidine-1,3-dicarboxylic acid 1-benzyl ester 3-methyl ester COC(=O)C1(CN(CCC1)C(=O)OCC1=CC=CC=C1)C=1N=C(SC1)N